N[C@@H]1C[C@@H](N(C1)C(=O)C=1N=C2N(C=C(C=C2)Cl)C1)C=1SC=C(N1)C(=O)N[C@@H](C(=O)NC)CCCCNC(=N)N 2-((2R,4R)-4-Amino-1-(6-chloroimidazo[1,2-a]pyridin-2-carbonyl)pyrrolidin-2-yl)-N-((R)-6-guanidino-1-(methylamino)-1-oxohexan-2-yl)thiazol-4-carboxamid